O1C=NC2=C1C=C(C=C2)CN(C(=O)[C@H]2N(CCC2)S(=O)(=O)C2=CC=C(C=C2)OC)C2CC1CC1CC2 (2S)-N-(benzo[d]oxazol-6-ylmethyl)-N-(bicyclo[4.1.0]heptan-3-yl)-1-((4-methoxyphenyl)sulfonyl)pyrrolidine-2-carboxamide